NCP(OCC(CCCC)CC)(OCC(CCCC)CC)=O di(2-ethylhexyl) aminomethylphosphonate